ClC1=CC(=C(C=O)C=C1)C=1C=NN(C1)C1OCCCC1 4-chloro-2-(1-(tetrahydro-2H-pyran-2-yl)-1H-pyrazol-4-yl)benzaldehyde